C(C)N(CCO)CC 2-diethylamino-ethanol